2-[4-[N-methyl-4-(oxan-4-yl)anilino]phenoxy]pyrido[3,4-d]pyrimidin-4-ol CN(C1=CC=C(C=C1)C1CCOCC1)C1=CC=C(OC=2N=C(C3=C(N2)C=NC=C3)O)C=C1